CC1=C(C=C(C(=C1)SC1=CC(=CC=C1)OC(C(F)(F)F)(F)F)C)N=CN(C)CC N'-(2,5-dimethyl-4-{[3-(pentafluoro-ethoxy)phenyl]sulfanyl}phenyl)-N-ethyl-N-methylimidoformamide